4-bromo-5-fluoro-N-methyl-2-((1,1,1-trifluoropropan-2-yl)oxy)benzamide BrC1=CC(=C(C(=O)NC)C=C1F)OC(C(F)(F)F)C